4,5-Dihydro-1H-imidazole-2-thiol N1C(=NCC1)S